C(C)(=O)N1[C@H](CN(CC1)C(C=C)=O)C1=CC(=NC(=C1)Cl)C1=CC(=NC(=N1)OC)C(=O)NC (S)-6-(4-(1-acetyl-4-acryloylpiperazin-2-yl)-6-chloropyridin-2-yl)-2-methoxy-N-methylpyrimidine-4-carboxamide